(4-(4-bromophenyl)-1-methyl-1H-imidazol-5-yl)methanol BrC1=CC=C(C=C1)C=1N=CN(C1CO)C